C1(=CC=CC=C1)C=1C(=C(C=CC1NC1=CC=C(C=C1)N(C=1C=C(C=CC1)C)C=1C=C(C=CC1)C)C1=CC=C(C=C1)NC1=CC=C(C=C1)N(C=1C=C(C=CC1)C)C=1C=C(C=CC1)C)C1=CC=CC=C1 diphenyl-N,N'-bis-[4-(di-m-tolyl-amino)-phenyl]-biphenyl-4,4'-diamine